C(C)OC(=O)C1=CSC(=C1C)C1=NSC(O1)=O 4-methyl-5-(2-oxo-2H-1,3,4-oxathiazole-5-Yl)thiophene-3-carboxylic acid ethyl ester